C1(CC1)N1N=CC2=CC(=C(C=C12)C=1C2=C(C(N(C1)C)=O)NC(=C2)C(=O)NCC)OC2=C(C=CC=C2C)C 4-(1-cyclopropyl-5-(2,6-dimethylphenoxy)-1H-indazol-6-yl)-N-ethyl-6-methyl-7-oxo-6,7-dihydro-1H-pyrrolo[2,3-c]pyridine-2-carboxamide